(R)-2-(1-(2-bromophenyl)ethyl)thiophene BrC1=C(C=CC=C1)[C@@H](C)C=1SC=CC1